CC1=C(C(NC2=CC=NC(=C12)C)=O)CC(=O)OC Methyl 2-(4,5-dimethyl-2-oxo-1H-1,6-naphthyridin-3-yl)acetate